C(C1=CC=CC=C1)OC(=O)NC(=N)C1=CC=C(CNC([C@H](C)NC(=O)[C@@H]2N(CC[C@@H](C2)C2=CC=CC=C2)C(=O)[O-])=O)C=C1 (2R,4S)-2-(((S)-1-((4-(N-((benzyloxy) carbonyl) amidino) benzyl) amino)-1-oxoprop-2-yl) carbamoyl)-4-phenylpiperidine-1-carboxylate